OC[C@H]1C(N(CCN1C(NCCCC1=NC=2NCCCC2C=C1)=O)CC(=O)O)=O (S)-2-(3-(hydroxymethyl)-2-oxo-4-(3-(5,6,7,8-tetrahydro-1,8-naphthyridin-2-yl)propylcarbamoyl)piperazin-1-yl)acetic acid